4-((1R,3S)-3-((R)-1-((5-(2,4-difluorophenoxy)pyridin-2-yl)amino)-1-oxopropan-2-yl)cyclohexyl)-pyridine 1-oxide FC1=C(OC=2C=CC(=NC2)NC([C@H](C)[C@@H]2C[C@@H](CCC2)C2=CC=[N+](C=C2)[O-])=O)C=CC(=C1)F